C(C)(C)(C)C1=CC=CC2=CC=CC=C12 4-(tert-butyl)naphthalene